4-(4-((cis)-3-fluorocyclobutoxy)phenyl)-2-(methylamino)-6-(((oxetan-3-yl)methyl)thio)pyridine-3,5-dicarbonitrile F[C@H]1C[C@H](C1)OC1=CC=C(C=C1)C1=C(C(=NC(=C1C#N)SCC1COC1)NC)C#N